C(CCCCCCCCCCC)OC1=CC=C(C=C1)N=NC1=CC=C(C=C1)OCCCCCCCCCCCC 4,4'-didodecyloxyazobenzene